C(C)(C)(C)C1N(CC12CNCC2)C=2C=CC=1N=CN=C(C1N2)NC2=CC(=C(C=C2)OC2=CC=1N(C=C2)N=CN1)C tert-butyl-2-{4-[(3-methyl-4-{[1,2,4]triazolo[1,5-a]pyridin-7-yloxy}phenyl)amino]pyrido[3,2-d]pyrimidin-6-yl}-2,6-diazaspiro[3.4]octane